FC=1C=CC=C2[C@@H](N(C(=NC12)N1CCN(CC1)C1=CC(=CC=C1)OC)C1=C(C=CC(=C1)C(F)(F)F)OC)CC(=O)O 2-{(4S)-8-fluoro-2-[4-(3-methoxyphenyl)piperazin-1-yl]-3-[2-methoxy-5-(trifluoromethyl)phenyl]-3,4-dihydroquinazolin-4-yl}acetic acid